C1(CC1)C(=O)NC1=NC=C(C(=O)NC([2H])([2H])[2H])C(=C1)NC1=CC=CC2=C1N(C(C=1C=CC(=NC21)C(F)(F)F)([2H])[2H])C 6-(cyclopropanecarboxamido)-N-(methyl-d3)-4-((6-methyl-2-(trifluoromethyl)-5,6-dihydrobenzo[h][1,6]naphthyridin-7-yl-5,5-d2)amino)nicotinamide